3-[N-(4,5-dihydro-1H-imidazol-2-ylmethyl)-4-methylanilino]phenol N1C(=NCC1)CN(C1=CC=C(C=C1)C)C=1C=C(C=CC1)O